NC1=NC=CC=C1C1=NC=2C(=NC(=CC2)C2=C(C=CC=C2)F)N1C1=CC=C(CN2CCN(CC2)C(=O)C2=CC(=C(C=O)C=C2)O)C=C1 4-(4-(4-(2-(2-Aminopyridin-3-yl)-5-(2-fluorophenyl)-3H-imidazo[4,5-b]pyridin-3-yl)benzyl)piperazine-1-carbonyl)-2-hydroxybenzaldehyde